6-[4-[[4-(5-Hydroxypyridin-3-yl)-2,6-dimethoxyphenyl]methyl]piperazin-1-yl]-N-(3,3,3-trifluoropropylsulfonyl)pyridazine-3-carboxamide OC=1C=C(C=NC1)C1=CC(=C(C(=C1)OC)CN1CCN(CC1)C1=CC=C(N=N1)C(=O)NS(=O)(=O)CCC(F)(F)F)OC